The molecule is a prostaglandins I. It has a role as a mouse metabolite. It is a conjugate acid of a prostaglandin I2(1-). CCCCC[C@@H](/C=C/[C@H]1[C@@H](C[C@H]2[C@@H]1C/C(=C/CCCC(=O)O)/O2)O)O